FC(C=1C=C(C(=O)NC=2C=C3C(C(=CNC3=CC2)C(=O)OCC)=O)C=C(C1)C(F)(F)F)(F)F ethyl 6-(3,5-bis(trifluoromethyl) benzoylamino)-4-oxo-1,4-dihydroquinoline-3-carboxylate